NC=1N=CC(=NC1OCC1=C(C(=CC=C1F)F)Cl)C1=CC=C(C=C1)NS(=O)(=O)CCN1CCCC1 2-pyrrolidin-1-yl-ethanesulfonic acid {4-[5-amino-6-(2-chloro-3,6-difluoro-benzyloxy)-pyrazin-2-yl]-phenyl}-amide